C(C)(C)C1=CC=CC1.C(C)(C)C1=CC=CC1.C(C)(C)C1=CC=CC1.[Ce] cerium tris(isopropylcyclopentadiene)